isopropyl (1S,3S,4S)-4-amino-3-methylcyclohexane-1-carboxylate hydrochloride salt Cl.N[C@@H]1[C@H](C[C@H](CC1)C(=O)OC(C)C)C